5-Amino-3-[4-([[3-(2-chloro-4-fluorophenyl)-1,2-oxazol-5-yl]carbamoyl]methyl)phenyl]-1-(1-hydroxypropan-2-yl)pyrazole-4-carboxamide NC1=C(C(=NN1C(CO)C)C1=CC=C(C=C1)CC(NC1=CC(=NO1)C1=C(C=C(C=C1)F)Cl)=O)C(=O)N